[O-2].[Mg+2].[Co+2].[Sm+3] samarium cobalt magnesium oxide